C1(=CC=CC=C1)P(=O)(C1=CC=CC=C1)ON(C(OC(C)(C)C)=O)CC tert-butyl N-diphenylphosphoryloxy-N-ethyl-carbamate